C(C)C1=NN(C(N1C)=O)C1=CC(=C(C(=O)NC2=C3C=CC(=NC3=CC=C2)C)C=C1F)O[C@@H](C)C1=CC=CC=C1 4-(3-Ethyl-4-methyl-5-oxo-4,5-dihydro-1H-1,2,4-triazol-1-yl)-5-fluoro-N-(2-methylquinolin-5-yl)-2-[(1S)-1-phenylethoxy]benzamide